(2R,3R,4S,5R)-2-{6-amino-2-{2-{(E)-4-[(4-fluorobenzyl)oxy]benzylidene}hydrazino}-9H-purin-9-yl}-5-(hydroxymethyl)tetrahydrofuran-3,4-diol NC1=C2N=CN(C2=NC(=N1)N/N=C/C1=CC=C(C=C1)OCC1=CC=C(C=C1)F)[C@@H]1O[C@@H]([C@H]([C@H]1O)O)CO